(R)-1-(2-((1-(2,2-difluoroethyl)-1H-pyrazol-3-yl)sulfonyl)-2,6-dihydropyrrolo[3,4-c]pyrazol-5(4H)-yl)-2-(3-fluoropyridin-2-yl)-2-hydroxyethan-1-one FC(CN1N=C(C=C1)S(=O)(=O)N1N=C2C(=C1)CN(C2)C([C@H](O)C2=NC=CC=C2F)=O)F